4-[6-(2,3-dimethyl-phenyl)-3-hydroxy-pyridin-2-yl]-4-oxo-butyric acid ethyl ester C(C)OC(CCC(=O)C1=NC(=CC=C1O)C1=C(C(=CC=C1)C)C)=O